C(C)(=O)O.C(COCC(=O)O)(=O)OCCCC butyl diglycolate acetate